N-tert-butyloxycarbonyl-N'-tert-butyloxycarbonyl-L-tryptophan C(C)(C)(C)OC(=O)N[C@@H](CC1=CN(C2=CC=CC=C12)C(=O)OC(C)(C)C)C(=O)O